6-chloro-7-(2,3-dichlorophenyl)-4-((2S)-2-methyl-4-(2-propenoyl)-1-piperazinyl)-1-(2-(2-propanyl)phenyl)-2(1H)-quinazolinone ClC=1C=C2C(=NC(N(C2=CC1C1=C(C(=CC=C1)Cl)Cl)C1=C(C=CC=C1)C(C)C)=O)N1[C@H](CN(CC1)C(C=C)=O)C